O[C@@H](C[C@H](CC1=CC=CC=C1)NC([C@@H](N1C(NCCC1)=O)C(C)C)=O)[C@H](CC1=CC=CC=C1)NC(COC1=C(C=CC=C1C)C)=O (αS)-tetrahydro-N-[(αS)-α-[(2S,3S)-2-hydroxy-4-phenyl-3-[2-(2,6-xylyloxy)-acetamido]butyl]phenethyl]-α-isopropyl-2-oxo-1(2H)-pyrimidineacetamide